(S)-4-cyclobutoxy-N-(7-((3-hydroxyoxetan-3-yl)ethynyl)-5-methyl-4-oxo-2,3,4,5-tetrahydrobenzo[b][1,4]oxazepin-3-yl)picolinamide C1(CCC1)OC1=CC(=NC=C1)C(=O)N[C@@H]1C(N(C2=C(OC1)C=CC(=C2)C#CC2(COC2)O)C)=O